methyl-tetrolic acid CCC#CC(=O)O